2-(2,4-difluorophenyl)-2H-1,2,3-triazole-4-carboxylic acid Ethyl-2-(2,4-difluorophenyl)-2H-1,2,3-triazole-4-carboxylate C(C)OC(=O)C1=NN(N=C1)C1=C(C=C(C=C1)F)F.FC1=C(C=CC(=C1)F)N1N=CC(=N1)C(=O)O